Natrium (S)-3-(3-(1-Methyl-4-oxido-2-oxo-1,2-dihydropyridin-3-yl)ureido)-3-(2',6,6'-trimethylbiphenyl-3-yl)propanoat CN1C(C(=C(C=C1)[O-])NC(N[C@@H](CC(=O)[O-])C=1C=C(C(=CC1)C)C1=C(C=CC=C1C)C)=O)=O.[Na+].[Na+]